ditetradecyl-sulfosuccinic acid lithium salt [Li+].C(CCCCCCCCCCCCC)C(C(C(=O)[O-])S(=O)(=O)[O-])(C(=O)[O-])CCCCCCCCCCCCCC.[Li+].[Li+]